C(C1=CC=CC=C1)OC1=NC(=CC=C1C1=NC(=CC(=C1)C1=CC=C(CNC(OC(C)(C)C)=O)C=C1)C)OCC1=CC=CC=C1 tert-Butyl (4-(2',6'-bis(benzyloxy)-6-methyl-[2,3'-bipyridin]-4-yl)benzyl)carbamate